NCC1=CC=C(C=C1)NC(=O)[C@H]1N(C[C@@H](C1)F)C(CN1N=C(C2=CC(=CC=C12)C1=CN=NC=C1)C(=O)N)=O 1-(2-((2S,4R)-2-(4-(aminomethyl)phenyl-carbamoyl)-4-fluoropyrrolidin-1-yl)-2-oxoethyl)-5-(pyridazin-4-yl)-1H-indazole-3-carboxamide